C(C=C)(=O)OCC(COC(C=C)=O)(COCC(COC(C=C)=O)(COC(C=C)=O)COC(C=C)=O)CO dipentaerythritol pentaacrylat